FC1=C(OC2=C3C(=NC=C2)NC=C3C=3C=C(C#N)C=CC3)C(=CC(=C1)NC=1OCC(C(N1)C)CO)F (+/-)-3-[4-(2,6-difluoro-4-{[5-(hydroxymethyl)-4-methyl-5,6-dihydro-4H-1,3-oxazin-2-yl]amino}phenoxy)-1H-pyrrolo[2,3-b]pyridin-3-yl]benzonitrile